C1(=CC(=CC=C1)CNC1=C2N=CN(C2=NC(=N1)C=1C=NC=C(C1)Cl)[C@H]1[C@@H]([C@@H]([C@H](O1)C(=O)NC([2H])([2H])[2H])O)O)C (2s,3s,4r,5r)-5-(6-(m-tolylmethylamino)-2-(5-chloropyridin-3-yl)-9H-purin-9-yl)-3,4-dihydroxy-N-(methyl-d3)-tetrahydrofuran-2-carboxamide